C1(CCCC1)N(C=1N=CC(=NC1)C1=C(C=C(C(=C1)F)C=1C=NN(C1)C)O)[C@H]1[C@H]([C@@H]2CC[C@H](C1)N2)F 2-(5-{cyclopentyl[(1S,2S,3R,5R)-2-fluoro-8-azabicyclo[3.2.1]octan-3-yl]amino}pyrazin-2-yl)-4-fluoro-5-(1-methyl-1H-pyrazol-4-yl)phenol